5-(1-(3,5-dichlorophenyl)-3-(3,3-dimethylmorpholine-4-carbonyl)-7-methoxy-1,4-dihydrochromeno[4,3-c]pyrazol-8-yl)nicotinamide ClC=1C=C(C=C(C1)Cl)N1N=C(C2=C1C=1C=C(C(=CC1OC2)OC)C=2C=NC=C(C(=O)N)C2)C(=O)N2C(COCC2)(C)C